OC1C2(CN(C2)C(=O)OC(C)(C)C)CCCC1 tert-butyl 5-hydroxy-2-azaspiro[3.5]nonane-2-carboxylate